2-[(2S,5R)-5-aminotetrahydro-2H-pyran-2-yl]-N,N-dimethylacetamide N[C@@H]1CC[C@H](OC1)CC(=O)N(C)C